8-chloro-3-(5-(difluoromethyl)-1,3,4-thiadiazol-2-yl)-1-iodo-N-(1-methylcyclopropyl)imidazo[1,5-a]pyridine-6-sulfonamide ClC=1C=2N(C=C(C1)S(=O)(=O)NC1(CC1)C)C(=NC2I)C=2SC(=NN2)C(F)F